Cl.CN(C)CC1CN(CCC1(O)C1=CC(=CC=C1)OC)S(=O)(=O)CCC 3-((Dimethylamino)methyl)-4-(3-methoxyphenyl)-1-(propylsulfonyl)piperidin-4-ol hydrochloride